(1R,4R)-4-((5-(1-(2,2-difluoroethyl)-2-methyl-1H-benzo[d]imidazol-6-yl)-6-fluoro-4-(methoxy-d3)pyrrolo[2,1-f][1,2,4]triazin-2-yl)amino)-1-methylcyclohexan-1-ol FC(CN1C(=NC2=C1C=C(C=C2)C=2C(=CN1N=C(N=C(C12)OC([2H])([2H])[2H])NC1CCC(CC1)(O)C)F)C)F